N'-(benzo[d]thiazol-2-yl)-2-(4-(2-fluoro-9-hydroxy-9-(trifluoromethyl)-9H-fluoren-4-yl)-1H-pyrazol-1-yl)propanehydrazide S1C(=NC2=C1C=CC=C2)NNC(C(C)N2N=CC(=C2)C2=CC(=CC=1C(C3=CC=CC=C3C21)(C(F)(F)F)O)F)=O